C=C1CN(C1)C(=O)OC(C)(C)C 1,1-dimethylethyl 3-methyleneazetidine-1-carboxylate